6-[3-chloro-4-(oxan-2-yloxymethyl)phenyl]-N-[(2,4-dimethoxyphenyl)methyl]-4-methylphthalazin-1-amine ClC=1C=C(C=CC1COC1OCCCC1)C=1C=C2C(=NN=C(C2=CC1)NCC1=C(C=C(C=C1)OC)OC)C